4-chloro-6-cyclopropyl-2-methylsulfanyl-pyrimidine ClC1=NC(=NC(=C1)C1CC1)SC